[6-(benzhydryl-amino)-2-chloro-3-(trifluoromethyl)phenyl]-(3-fluoro-2-pyridinyl)methanone C(C1=CC=CC=C1)(C1=CC=CC=C1)NC1=CC=C(C(=C1C(=O)C1=NC=CC=C1F)Cl)C(F)(F)F